Cl.CC=CCN (S)-methylallylamine HCl salt